C1(C=CN2C=CC=C12)O pyrrolizin-1-ol